BrCCCCN1C=2C=CC(=CC2C(C2=CC=C(C(=C12)C)C)=O)OC 10-(4-bromobutyl)-2-methoxy-5,6-dimethyl-9-acridone